5-(bromomethyl)-2-(4-methoxyphenyl)pyrimidine BrCC=1C=NC(=NC1)C1=CC=C(C=C1)OC